COC1=CC=C(C=C1)S(=O)(=O)CC1=CC=C(C=C1)NC(=O)C=1C=C(C=CC1)C=1C=NC(=C(C(=O)OC)C1)C Methyl 5-(3-((4-(((4-methoxyphenyl)sulfonyl)methyl)phenyl)carbamoyl)phenyl)-2-methylnicotinate